C1(CC1)C1(C=C(C(N(C1)CC1=CN(C2=CC=CC=C12)CCO)=O)C(=O)NC)C(=O)N 5-cyclopropyl-1-((1-(2-hydroxyethyl)-1H-indol-3-yl)methyl)-N3-methyl-2-oxo-1,2-dihydropyridine-3,5-dicarboxamide